acryloyloxybutyl-succinic acid C(C=C)(=O)OCCCCC(C(=O)O)CC(=O)O